[1-[6-(trifluoromethyl)pyridin-3-yl]ethyl]-lambda4-mercaptocyanamide FC(C1=CC=C(C=N1)C(C)N(C#N)[SH3])(F)F